NC1=CC=C(C(=C1C(=O)N(C)C)F)C=1C(=C2C(=NC1)NCC21CCC(CC1)N1N=CC(=C1)C)Cl 6-Amino-3-((1r,4r)-4'-chloro-4-(4-methyl-1H-pyrazol-1-yl)-1',2'-dihydrospiro[cyclohexane-1,3'-pyrrolo[2,3-b]pyridin]-5'-yl)-2-fluoro-N,N-dimethylbenzamide